FC(C1=CC=C(C=N1)C[C@H]1C(N(CC1)C1=C(C(=NN1)C1=CN=NC=C1)F)=O)F |r| Racemic-3-((6-(difluoromethyl)pyridin-3-yl)methyl)-1-(4-fluoro-3-(pyridazin-4-yl)-1H-pyrazol-5-yl)pyrrolidin-2-one